FC(C=1[C@@H]2CC[C@H](C1)N2C(=O)OC(C)(C)C)(F)F |r| (±)-tert-Butyl (1S,4R)-2-(Trifluoromethyl)-7-azabicyclo[2.2.1]hept-2-ene-7-carboxylate